CNCCCC1=CC=C(C=C1)F N-methyl-3-(4-fluorophenyl)propane-1-amine